3-(1-((1,5-dimethyl-1H-pyrazol-4-yl)sulfonyl)piperidin-4-yl)-2-methyl-5,6,7,8-tetrahydroimidazo[1,2-a]pyridine CN1N=CC(=C1C)S(=O)(=O)N1CCC(CC1)C1=C(N=C2N1CCCC2)C